imidazo[4,5-g]quinoxaline N1=CN=C2C1=CC=1N=CC=NC1C2